BrC1=CC=CC2=C1OC(CN2)C 8-bromo-2-methyl-3,4-dihydro-2H-benzo[b][1,4]oxazine